2-((3,5-Dicyano-4-ethyl-6-((R)-3-hydroxypyrrolidin-1-yl)pyridin-2-yl)thio)-2-phenylacetamid C(#N)C=1C(=NC(=C(C1CC)C#N)N1C[C@@H](CC1)O)SC(C(=O)N)C1=CC=CC=C1